3-Methoxy-4-(((6-(piperidin-4-yl)pyridin-2-yl)oxy)methyl)benzonitrile COC=1C=C(C#N)C=CC1COC1=NC(=CC=C1)C1CCNCC1